C(#N)CC(=O)NC(OCC)=O ethyl (2-cyanoacetyl)carbamate